C(C)(C)(C)C1CCN(CC1)C(=O)NC1=CC(=C(C=C1)C1CCOC=C1)C=1N=NN(N1)C(C1=CC=CC=C1)(C1=CC=CC=C1)C1=CC=CC=C1 4-(tert-butyl)-N-(4-(3,4-dihydro-2H-pyran-4-yl)-3-(2-trityl-2H-tetrazol-5-yl)phenyl)piperidine-1-carboxamide